N-(6-(5-Cyclopropyl-3-(4-methyl-5-oxo-4,5-dihydro-1,3,4-oxadiazol-2-yl)-1H-pyrazol-1-yl)pyridin-3-yl)-2,6-difluorobenzamide C1(CC1)C1=CC(=NN1C1=CC=C(C=N1)NC(C1=C(C=CC=C1F)F)=O)C=1OC(N(N1)C)=O